2,3-bis-phenethyl-cyclohexanediamine C(CC1=CC=CC=C1)C1C(CCCC1CCC1=CC=CC=C1)(N)N